OC(=O)C(F)(F)F.CN1C(=NN=C1)N1C[C@@H](CCC1)N (R)-1-(4-methyl-4H-1,2,4-triazol-3-yl)piperidin-3-amine TFA salt